NC(C(C#N)NC(=O)C1=C(OC2=C1C=C(C=C2)OCC2=C(N=CS2)C)C)=O N-(2-amino-1-cyano-2-oxoethyl)-2-methyl-5-((4-methylthiazol-5-yl)methoxy)benzofuran-3-carboxamide